FC(N1N=C(C=C1)C1=CC(=NC=C1C=O)C1=CC=C(C#N)C=C1)F 4-(4-(1-(difluoromethyl)-1H-pyrazol-3-yl)-5-formylpyridin-2-yl)benzonitrile